7-fluoro-1,4,4,9-tetramethyl-8-(1-methylsulfonylindol-4-yl)-5H-pyrazolo[4,3-c]quinoline FC=1C(=C(C=2C3=C(C(NC2C1)(C)C)C=NN3C)C)C3=C1C=CN(C1=CC=C3)S(=O)(=O)C